CC1(CC=NO1)C 4,5-dihydro-5,5-dimethylisoxazole